C(=O)[O-].NCCC[N+](C)(CCCCCNC(C1=C(C=C(C=C1)NC=1C=2N(C=CN1)C(=CN2)C2=C(C(=C(C=C2)OC)F)F)CC)=O)CC(=O)O 3-aminopropyl-(carboxymethyl)-[5-[[4-[[3-(2,3-difluoro-4-methoxy-phenyl)imidazo[1,2-a]pyrazin-8-yl]amino]-2-ethyl-benzoyl]amino]pentyl]-methyl-ammonium formate